5-(5-amino-1-(1-(but-2-ynyl)pyrrolidin-3-yl)imidazo[1,5-c]pyrimidin-3-yl)-N-(4-cyclopropylpyridin-2-yl)pyridinecarboxamide NC1=NC=CC=2N1C(=NC2C2CN(CC2)CC#CC)C=2C=CC(=NC2)C(=O)NC2=NC=CC(=C2)C2CC2